CNCCCN 3-(methylamino)propylamine